NC1=C(C(=O)O)C=C(C=N1)C1=CC2=CN(N=C2C=C1)[C@H]1CN(CC1)C1CCOCC1 (R)-2-amino-5-(2-(1-(tetrahydro-2H-pyran-4-yl)pyrrolidin-3-yl)-2H-indazol-5-yl)nicotinic acid